1-[3-[6-(3-hydroxypropylamino)imidazo[1,2-b]pyridazin-3-yl]phenyl]eth-anone OCCCNC=1C=CC=2N(N1)C(=CN2)C=2C=C(C=CC2)C(C)=O